ClC1=CC(=C2C=NNC2=C1)C1(C[C@@H]2[C@@H](CN(C2)C2=CC=NC=C2)C1)O (3ar,5r,6as)-5-(6-chloro-1H-indazol-4-yl)-2-(pyridin-4-yl)octahydrocyclopenta[c]pyrrol-5-ol